(Z)-2-((4-(((3-(dimethylamino)propoxy)carbonyl)oxy)hexadecanoyl)oxy)propane-1,3-diyldioleate CN(CCCOC(=O)OC(CCC(=O)OC(CCCCCCCCC\C=C/CCCCCCCC(=O)[O-])CCCCCCCCC\C=C/CCCCCCCC(=O)[O-])CCCCCCCCCCCC)C